tert-butyl N-[2-({1-methyl-5-[(1-methyl-2-{[3-oxo-3-(piperidin-1-yl)propyl] carbamoyl}imidazol-4-yl)carbamoyl]pyrrol-3-yl}carbamoyl)ethyl]carbamate CN1C=C(C=C1C(NC=1N=C(N(C1)C)C(NCCC(N1CCCCC1)=O)=O)=O)NC(=O)CCNC(OC(C)(C)C)=O